FC=1C(=CC2=C(C(N3[C@@H](CO2)C[C@@H](C3)O)=O)C1O[C@H]1COCC1)C (2S,11aR)-7-fluoro-2-hydroxy-8-methyl-6-(((R)-tetrahydrofuran-3-yl)oxy)-2,3,11,11a-tetrahydro-1H,5H-benzo[f]pyrrolo[2,1-c][1,4]oxazepin-5-one